C(OC1CCCCC1)(OOOOC(OC1CCCCC1)=O)=O dicyclohexyl peroxy dicarbonate